[N+](=O)([O-])C=1C=C(C=CC1NC1CCN(CC1)C1COCC1)S(=O)(=O)NC(C1=C(C=CC=C1)OC=1C=C2C(=NC1)NC=C2)=O N-({3-nitro-4-[(1-tetrahydrofuran-3-ylpiperidin-4-yl)amino]phenyl}sulfonyl)-2-(1H-pyrrolo[2,3-b]pyridin-5-yloxy)benzamide